methyl 2-{3-[4-(2-{4-[3-(2-hydroxyphenyl)-5-methylthieno[2,3-c]pyridazin-6-yl]piperidin-1-yl}pyrimidin-5-yl)cyclohexyl]-1,2-oxazol-5-yl}-3-methylbutanoate OC1=C(C=CC=C1)C1=CC2=C(N=N1)SC(=C2C)C2CCN(CC2)C2=NC=C(C=N2)C2CCC(CC2)C2=NOC(=C2)C(C(=O)OC)C(C)C